4-[3-amino-6-(2-hydroxyphenyl)pyridazin-4-yl]-N-[1-[3-[1-[2-(2,6-dioxo-3-piperidyl)-1,3-dioxo-isoindolin-5-yl]-4-piperidyl]propanoyl]-4-piperidyl]-1-phenyl-piperazine-2-carboxamide NC=1N=NC(=CC1N1CC(N(CC1)C1=CC=CC=C1)C(=O)NC1CCN(CC1)C(CCC1CCN(CC1)C=1C=C2C(N(C(C2=CC1)=O)C1C(NC(CC1)=O)=O)=O)=O)C1=C(C=CC=C1)O